BrC=1C(=NC(=NC1C1=CC=C(C=C1)F)N)Cl 5-bromo-4-chloro-6-(4-fluorophenyl)pyrimidin-2-amine